6-{[2-(1-methyl-1H-pyrazol-4-yl)[1,2,4]triazolo[1,5-c]quinazolin-5-yl]amino}-5-oxo-1,4-diazepan-1-carboxylic acid phenylmethyl ester C1(=CC=CC=C1)COC(=O)N1CCNC(C(C1)NC1=NC=2C=CC=CC2C=2N1N=C(N2)C=2C=NN(C2)C)=O